NC1=C(C(=NN1C1CN(CC1(F)F)CC)C1=CC=C(C=C1)CNC(C1=C(C=CC(=C1)F)OC)=O)C#N N-[[4-[5-amino-4-cyano-1-(1-ethyl-4,4-difluoro-pyrrolidin-3-yl)pyrazol-3-yl]phenyl]methyl]-5-fluoro-2-methoxy-benzamide